[Na+].C(CN(CC(=O)[O-])CC(=O)[O-])N(CC(=O)[O-])CC(=O)[O-].[Fe+3] iron (III) ethylenediaminetetraacetic acid sodium salt